[Li].F\C(=C\C1=CC=CC=C1)\OC=1C=C(C=CC1)\C(\C)=N\OCC1=C(C=CC=C1)\C(\C(=O)NC)=N/OC (2E)-2-{2-[({[(1E)-1-(3-{[(E)-1-fluoro-2-phenylvinyl]oxy}phenyl)ethylidene]amino}oxy)methyl]phenyl}-2-(methoxyimino)-N-methylacetamide lithium